NC1=NC=CC(=C1)C1=CC=C2C(N(C=NC2=C1)[C@H](C)C1=CC(=CC=C1)OC)=O (R)-7-(2-aminopyridin-4-yl)-3-(1-(3-methoxyphenyl)ethyl)quinazolin-4(3H)-one